C1(=CC=CC=C1)N(C=1C=CC=2N(C3=CC=CC=C3C2C1)C1=CC=CC=C1)C1=CC2=C(C3=CC=CC=C3C(=C2C=C1)C1=CC=CC=C1)C1=CC=CC=C1 N,9-diphenyl-N-(9,10-diphenyl-2-anthryl)-9H-carbazole-3-amine